pentanoic acid undecyl ester C(CCCCCCCCCC)OC(CCCC)=O